OC1=C(C=C(C(=C1)OC)OC)C(/C=C/C1=CC=C(C(=O)OCC)C=C1)=O (E)-Ethyl 4-(3-(2-hydroxy-4,5-dimethoxyphenyl)-3-oxoprop-1-en-1-yl)benzoate